tert-Butyl prop-2-ynoate C(C#C)(=O)OC(C)(C)C